Cl.ClCCCCCOC1=CC(=C(C2=C1N(N=N2)C)C)C(CC(=O)OC)C2=CC(=C(C=C2)C)CN2S(OC1=C(C2)C=C(C=C1)O)(=O)=O methyl 3-{7-[(5-chloropentyl)oxy]-1,4-dimethyl-1H-benzotriazol-5-yl}-3-{3-[(6-hydroxy-2,2-dioxo-2H-1,2λ6,3-benzoxathiazin-3(4H)-yl)methyl]-4-methylphenyl}propanoate hydrochloride